5-(((tert-butyldimethylsilyl)oxy)methyl)oxazole [Si](C)(C)(C(C)(C)C)OCC1=CN=CO1